CN1N=CC2=CC(=C(C=C12)NC1CC(CCC1)O)[N+](=O)[O-] 3-((1-methyl-5-nitro-1H-indazol-6-yl)amino)cyclohexan-1-ol